C1(=CC=CC=2OC3=C(OC21)C=CC=C3)B(O)O dibenzo[b,e][1,4]dioxin-1-ylboronic acid